tert-Butyl N-[[3-[2-[[6-[2,6-difluoro-3-[[(3R)-3-fluoropyrrolidin-1-yl]sulfonylamino]phenyl]-8-methyl-7-oxopyrido[2,3-d]pyrimidin-2-yl]amino]ethyl]phenyl]methyl]-N-methylcarbamate FC1=C(C(=CC=C1NS(=O)(=O)N1C[C@@H](CC1)F)F)C1=CC2=C(N=C(N=C2)NCCC=2C=C(C=CC2)CN(C(OC(C)(C)C)=O)C)N(C1=O)C